FC1=C(C(=O)N2CCC(CC2)C=2C(=CC(=NC2)N)OC)C=C(C(=C1)OC1=CC=C(C=C1)F)OC 5-{1-[2-Fluoro-4-(4-fluorophenoxy)-5-methoxybenzoyl]piperidin-4-yl}-4-methoxypyridin-2-amine